Cl.C(C)C1=CC=C(C=C1)NC1N(C(=NC(=N1)N)N1CCCC1)C1=CC(=CC=C1)F N-(4-Ethylphenyl)-N1-(3-fluorophenyl)-6-pyrrolidin-1-yl-[1,3,5]triazine-2,4-diamine hydrochloride